BrC=1C=CC2=C(C3=C(CC(N2)=O)C2=CC(=CC=C2N3)Br)C1 2,9-dibromo-7,12-dihydro-indolo[3,2-d][1]-benzazepin-6(5H)-one